FC1=CC(=C(C=C1)C1=CN=C2SC(=NN21)N2CC1(C2)OCC(C1)N)OC 2-(5-(4-fluoro-2-methoxyphenyl)imidazo[2,1-b][1,3,4]thiadiazol-2-yl)-5-oxa-2-azaspiro[3.4]octan-7-amine